N[C@@H]1C2=C(C=CC=C2CC12CCN(CC2)C=2C=1N(C=CN2)C(=NC1)C1=C(C(=CC=C1)Cl)Cl)O (S)-1-amino-1'-(3-(2,3-dichlorophenyl)imidazo[1,5-a]pyrazin-8-yl)-1,3-dihydrospiro[indene-2,4'-piperidine]-7-ol